CN1C(N(C2=C1C=C(C(=C2)NS(=O)(=O)C2=C(C(=O)N)C=CC=C2)OC2=CC(=CC=C2)OCCC)C)=O (N-(1,3-dimethyl-2-oxo-6-(3-propoxyphenoxy)-2,3-dihydro-1H-benzo[d]imidazol-5-yl)sulfamoyl)benzamide